C(CCCCC=C)OC1=CC=CC=C1 (hept-6-en-1-yloxy)benzene